ClC(C(F)(F)COCC(C(Cl)Cl)(F)F)Cl 2,2-dichloro-1,1-difluoroethylmethyl ether